CC1=CC(=NC(=C1)O[C@H]1COCC1)N1CC2(C=3C=NC(=CC31)NC(C)=O)CC2 (R)-N-(1'-(4-methyl-6-((tetrahydrofuran-3-yl)oxy)pyridin-2-yl)-1',2'-dihydrospiro[cyclopropane-1,3'-pyrrolo[3,2-c]pyridin]-6'-yl)acetamide